4-(2-methacryloyl-2,6-diazaspiro[3.4]octan-6-yl)-6-(5-methyl-1H-indazol-4-yl)-2-morpholinopyrimidine-5-carbonitrile C(C(=C)C)(=O)N1CC2(C1)CN(CC2)C2=NC(=NC(=C2C#N)C2=C1C=NNC1=CC=C2C)N2CCOCC2